1-(6-(4-(Cyclopropanecarbonyl)piperazine-1-carbonyl)thieno[3,2-b]pyridin-7-yl)-4-methylpiperidine-4-carbonitrile C1(CC1)C(=O)N1CCN(CC1)C(=O)C=1C(=C2C(=NC1)C=CS2)N2CCC(CC2)(C#N)C